C(C)(C)(C)C1CCN(CC1)CC1=CC(=C(CNC2=C3C(N(C(C3=CC=C2)=O)C2C(NC(CC2)=O)=O)=O)C=C1)C 4-((4-((4-(tert-butyl)piperidin-1-yl)methyl)-2-methylbenzyl)amino)-2-(2,6-dioxopiperidin-3-yl)isoindoline-1,3-dione